Indium manganese sulfide [S-2].[Mn+2].[In+3]